[Al+3].[PH2]([O-])=O.[PH2]([O-])=O.[PH2]([O-])=O phosphinate aluminum salt